sodium stearidonate C(CCCC\C=C/C\C=C/C\C=C/C\C=C/CC)(=O)[O-].[Na+]